1-(2,4-difluorobenzyl)-3-hydroxycyclobutane-1-carbonitrile FC1=C(CC2(CC(C2)O)C#N)C=CC(=C1)F